Cl.NC[C@@H]1CN(CC1)C1COC2=CC(=CC=C2C1)N1C(N=C(C=C1)NC(=O)N1CCNCC1)=O N-(1-(3-((R)-3-(Aminomethyl)Pyrrolidin-1-Yl)Chroman-7-Yl)-2-Oxo-1,2-Dihydropyrimidin-4-Yl)Piperazine-1-Carboxamide Hydrochloride Salt